ethyl 4-fluoro-4-methyl-cyclohexanecarboxylate FC1(CCC(CC1)C(=O)OCC)C